C1(CCCCC1)N1N=C(C=C1C1=C(C=CC=C1OC)OC)C(=O)N[C@H](CC(=O)NCC(=O)OC)CC(C)C (S)-Methyl 2-(3-(1-cyclohexyl-5-(2,6-dimethoxyphenyl)-1H-pyrazole-3-carboxamido)-5-methylhexanamido)acetate